3-((bis(benzyloxy)phosphoryl)oxy)-3-methylbutan C(C1=CC=CC=C1)OP(=O)(OCC1=CC=CC=C1)OC(CC)(C)C